3-(2-fluoro-4-hydroxyphenyl)-4-methyl-2-(4-((S)-2-((R)-3-methylpyrrolidin-1-yl)propoxy)phenyl)-2H-benzopyran-6-ol FC1=C(C=CC(=C1)O)C=1C(OC2=C(C1C)C=C(C=C2)O)C2=CC=C(C=C2)OC[C@H](C)N2C[C@@H](CC2)C